C1(CC1)CN1C2CC(CC1CC2)N2CCC(CC2)C2=C(C1=C(N(C(=N1)C1=CC=C(C=C1)S(=O)(=O)C)C)C=C2)F 5-(1-(8-(Cyclopropylmethyl)-8-azabicyclo[3.2.1]octan-3-yl)piperidin-4-yl)-4-fluoro-1-methyl-2-(4-(methylsulfonyl)phenyl)-1H-benzo[d]imidazol